3-Chloro-2-[2-[[(3R)-1-ethyl-3-piperidyl]amino]oxazolo[4,5-b]pyridin-5-yl]-5-fluoro-phenol ClC=1C(=C(C=C(C1)F)O)C1=CC=C2C(=N1)N=C(O2)N[C@H]2CN(CCC2)CC